3-(9-((4-(aminomethyl)-2,6-dimethylphenyl)carbamoyl)-4,5-dihydrobenzo[b]thieno[2,3-d]oxepin-8-yl)-6-(neopentylcarbamoyl)picolinic acid NCC1=CC(=C(C(=C1)C)NC(=O)C1=CC2=C(OCCC3=C2SC=C3)C=C1C=1C(=NC(=CC1)C(NCC(C)(C)C)=O)C(=O)O)C